methyl 6-[{(trifluoromethyl)sulfonyl}oxy]-2,3-dihydro-5H-1,4-dioxepine-7-carboxylate FC(S(=O)(=O)OC=1COCCOC1C(=O)OC)(F)F